COC(=O)C1=C(NC=C1)CC=1OC2=C(N1)C=C(C=C2Cl)Br ((5-bromo-7-chlorobenzo[d]oxazol-2-yl)methyl)pyrrole-3-carboxylic acid methyl ester